5-(cyclopentylmethyl)-N-(4-(5-(2-(tetrahydro-2H-pyran-4-yl)ethoxy)-2-(trifluoromethyl)phenyl)pyridin-2-yl)-4H-1,2,4-triazole-3-carboxamide C1(CCCC1)CC=1NC(=NN1)C(=O)NC1=NC=CC(=C1)C1=C(C=CC(=C1)OCCC1CCOCC1)C(F)(F)F